5-((6-(1-methyl-1H-pyrazol-4-yl)pyrimidin-4-yl)oxy)pyridin-2-amine CN1N=CC(=C1)C1=CC(=NC=N1)OC=1C=CC(=NC1)N